cyclopentyl-(4-(3-((4-ethylthiazol-2-yl)amino)-2-methylbenzyl)piperazin-1-yl)methanone C1(CCCC1)C(=O)N1CCN(CC1)CC1=C(C(=CC=C1)NC=1SC=C(N1)CC)C